ClC=1C(=C2C(=NC1)NC(=N2)C2=CC=C(C=C2)N2CCN(CC2)CCOC)NC2CCN(CC2)CC2=CC(=C(C=C2)O)OC 4-({4-[(6-Chloro-2-{4-[4-(2-methoxyethyl)piperazin-1-yl]phenyl}-3H-imidazo[4,5-b]pyridin-7-yl)amino]piperidin-1-yl}methyl)-2-methoxyphenol